(E)-3-(p-tolyl)-N-(2-pyridyl)-N-thiazol-2-yl-prop-2-enamide C1(=CC=C(C=C1)/C=C/C(=O)N(C=1SC=CN1)C1=NC=CC=C1)C